2-[3-(4-chloro-3-fluorophenyl)-1-ethyl-1H-1,2,4-triazol-5-yl]-N-[(2,6-diethylpyridin-4-yl)methyl]acetamide ClC1=C(C=C(C=C1)C1=NN(C(=N1)CC(=O)NCC1=CC(=NC(=C1)CC)CC)CC)F